ClC1=CC=C(C=C1)C=1C=C2C=C3C=CC=CC3=CC2=CC1 6-(4-chlorophenyl)anthracene